1-[(3S)-3-(2,3-dichloro-6-fluorophenyl)-3-{[2-(2-hydroxyethyl)-3-(trifluoromethyl)indazol-6-yl]amino}pyrrolidin-1-yl]prop-2-en-1-one ClC1=C(C(=CC=C1Cl)F)[C@@]1(CN(CC1)C(C=C)=O)NC=1C=CC2=C(N(N=C2C1)CCO)C(F)(F)F